FC=1C=C(C=CC1F)C=1C(=C(C=NC1)O)C 5-(3,4-difluorophenyl)-4-methylpyridin-3-ol